methyl-(R)-8-(1-aminoethyl)-3,6-dimethyl-2-(1-methyl-1H-imidazol-2-yl)quinazolin-4(3H)-one CC1=C2C(N(C(=NC2=C(C=C1C)[C@@H](C)N)C=1N(C=CN1)C)C)=O